C(C)(C)(C)OC(=O)N[C@@H](CC(=O)OCC)C=1C=C(C(=CC1F)C)C1=C(C=C(C=C1CCCCC=C)F)F Ethyl (3S)-3-((tert-butoxycarbonyl)amino)-3-(2',4,4'-trifluoro-6'-(hex-5-en-1-yl)-6-methyl-[1,1'-biphenyl]-3-yl)propanoate